C(C)(C)(C)OC(=O)NC=1SC2=C(N1)C=C(C=C2)OC(C(=O)OCC)(F)F ethyl 2-[(2-{[(tert-butoxy)carbonyl]amino}-1,3-benzothiazol-5-yl)oxy]-2,2-difluoroacetate